C(#N)C=1C=C2C(=NC1)N(N=C2)C2=CC(=C(C=N2)C(=O)NCC(C(OCCOCCOCCOCCOCC(=O)OCC)(C)C)F)NC2CC2 Ethyl 2-[2-[2-[2-[2-[3-[[6-(5-cyanopyrazolo[3,4-b]pyridin-1-yl)-4-(cyclopropylamino) pyridine-3-carbonyl]amino]-2-fluoro-1,1-dimethylpropoxy]ethoxy]ethoxy]ethoxy]ethoxy]acetate